O(C1=CC=CC=C1)CC1OC(OC1)=O 4-(phenoxymethyl)-1,3-dioxolan-2-one